tert-butyl (2R)-6-(benzyloxy)-2-{[(tert-butoxycarbonyl)(2-ethylbutyl)amino]methyl}-4-fluoro-5-(1,1,4-trioxo-1λ6,2,5-thiadiazolidin-2-yl)-2,3-dihydro-1H-indole-1-carboxylate C(C1=CC=CC=C1)OC1=C(C(=C2C[C@@H](N(C2=C1)C(=O)OC(C)(C)C)CN(CC(CC)CC)C(=O)OC(C)(C)C)F)N1S(NC(C1)=O)(=O)=O